C(CCCCCCC)OC=1OCCCN1 2-octoxy-5,6-dihydro-4H-1,3-oxazine